1-(2,6-dichloropyridin-4-yl)-3-(3-(trifluoromethoxy)phenyl)urea ClC1=NC(=CC(=C1)NC(=O)NC1=CC(=CC=C1)OC(F)(F)F)Cl